4-((1r,3r)-3-((tert-butyldimethylsilyl)oxy)cyclobutyl)thiazolo[4,5-c]pyridine [Si](C)(C)(C(C)(C)C)OC1CC(C1)C1=NC=CC2=C1N=CS2